(2-((3-cyanoallyl)amino)-2-oxoethyl)-N-(1-(1-(naphthalen-1-yl)ethyl)piperidin-4-yl)cyclobutanecarboxamide C(#N)C=CCNC(CC1(CCC1)C(=O)NC1CCN(CC1)C(C)C1=CC=CC2=CC=CC=C12)=O